2-(3,4-epoxycyclohexyl)ethylmethyldiethoxysilane C1(CC2C(CC1)O2)CC[Si](OCC)(OCC)C